2-bromo-3-methyl-5-(2-methyl-4-(6-(trifluoromethyl)-quinazolin-2-yl)phenyl)-6,7-dihydropyrazolo[1,5-a]pyrazin-4(5H)-one BrC1=NN2C(C(N(CC2)C2=C(C=C(C=C2)C2=NC3=CC=C(C=C3C=N2)C(F)(F)F)C)=O)=C1C